N-(2-(((1R,4R)-4-ethoxycyclohexyl)amino)-8-(4-(morpholine-4-carbonyl)phenyl)pyrido[4,3-d]pyrimidin-5-yl)benzamide C(C)OC1CCC(CC1)NC=1N=CC2=C(N1)C(=CN=C2NC(C2=CC=CC=C2)=O)C2=CC=C(C=C2)C(=O)N2CCOCC2